[C@@H]12CNC[C@H]2C1NC(COC1=CC(=C(C=C1)Cl)F)=O N-[(1R,5S,6S)-3-Azabicyclo[3.1.0]hexan-6-yl]-2-(4-chloro-3-fluorophenoxy)acetamide